3'-fluoro-N-(5-(((1R,2S,4R,5S)-5-hydroxybicyclo[2.2.1]heptan-2-yl)oxy)-1,3,4-thiadiazol-2-yl)-5'-methoxy-2',6-dimethyl-[4,4'-bipyridine]-3-carboxamide FC=1C(=NC=C(C1C1=C(C=NC(=C1)C)C(=O)NC=1SC(=NN1)O[C@@H]1[C@H]2C[C@@H]([C@@H](C1)C2)O)OC)C